C(\C=C\C(=O)O)(=O)O.C(\C=C\C(=O)O)(=O)O.ClC=1C=C(CN2C[C@@H](CC2)CN)C=C(C1)OCC (S)-(1-(3-chloro-5-ethoxybenzyl)pyrrolidin-3-yl)methanamine difumarate